(3-(pyridin-2-yl)isoxazol-5-yl)methanol N1=C(C=CC=C1)C1=NOC(=C1)CO